ClC=1C=C2C=NC(=NC2=CC1C1CCN(CC1)C1CS(C1)(=O)=O)NC1=CC(=NS1)C 3-(4-(6-chloro-2-((3-methylisothiazol-5-yl)amino)quinazolin-7-yl)piperidin-1-yl)thietane 1,1-dioxide